Butyl-3-ethyl-4-hydroxy-1-n-propyl-pyrazol C(CCC)C1=C(C(=NN1CCC)CC)O